8-bromo-2-fluoro-7H-purine-6-amine BrC1=NC2=NC(=NC(=C2N1)N)F